5-chloro-2-(difluoromethyl)-4H-1-benzopyran-4-one ClC1=CC=CC2=C1C(C=C(O2)C(F)F)=O